ClC1=C(C=CC=C1)CC(=O)NC1=CC(=C(C=C1)C1=C(C(=CC=C1)OC(C)C)F)S(N=CN(C)C)(=O)=O 2-(2-Chlorophenyl)-N-[2-{[(dimethylamino)methylene]sulfamoyl}-2'-fluoro-3'-(propan-2-yloxy)biphenyl-4-yl]acetamide